OCC(=O)N1CCC(CC1)NC1=C2C=CN(C2=CC=C1)CC(F)(F)F 4-{[1-(2-hydroxyacetyl)piperidin-4-yl]amino}-1-(2,2,2-trifluoroethyl)-1H-indol